(4-hydroxy-1-piperidyl)-[3-(2-pyridylamino)-1-(2,2,2-trifluoroethyl)pyrazolo[4,3-c]pyridin-6-yl]methanone OC1CCN(CC1)C(=O)C1=CC2=C(C=N1)C(=NN2CC(F)(F)F)NC2=NC=CC=C2